CC1=C(C=C(C=C1)C(F)(F)F)N1CCN(CC1)C(=O)[C@H]1[C@H](C1)C1=CC(=CC=C1)S(F)(F)(F)(F)F |r| (4-(2-Methyl-5-(trifluoromethyl)phenyl)piperazine-1-yl)((1RS,2SR)-2-(3-(pentafluoro-λ6-sulfaneyl)phenyl)cyclopropyl)methanone